C1(=CC=CC=C1)[C@H]1NCC[C@H](C1)C(=O)OC |r| methyl rac-(2S,4R)-2-phenylpiperidine-4-carboxylate